CC1(CCC(CC1)C1=CN(C2=CC=C(C=C12)NC(C=C)=O)C)C N-(3-(4,4-dimethylcyclohexyl)-1-methyl-1H-indol-5-yl)acrylamide